N[C@H](C(=O)O)CCC(NC[C@H]1NCCC1)=O (2S)-2-amino-4-({[(2S)-pyrrolidin-2-yl]methyl}carbamoyl)butanoic acid